FC12CCC(CC1)(CC2)NCCCCCCCNC2=C1C(N(C(=NC1=CC=C2)C)C2C(NC(CC2)=O)=O)=O 3-(5-((7-((4-fluorobicyclo[2.2.2]octan-1-yl)amino)heptyl)amino)-2-methyl-4-oxoquinazolin-3(4H)-yl)piperidine-2,6-dione